C(C)(C)(C)C1N(CCN(C1)C1=CC(=C(C=C1)C(=O)OC)CBr)C(=O)OC(CN(CC1=CC=C(C=C1)C)C(C)C)C1=C(C=CC=C1)Cl 1-(2-chlorophenyl)-2-(isopropyl-(4-methylbenzyl)amino)ethan-1-ol tert-butyl-4-[3-(bromomethyl)-4-methoxycarbonyl-phenyl]piperazine-1-carboxylate